C(C)(C)(C)OC(=O)N1C[C@H]([C@H](CC1)[C@H](C)NC1=C(C(=CC(=C1)C=1OC(NN1)=O)F)C(F)(F)F)F (3S,4r)-3-fluoro-4-{(1S)-1-[3-fluoro-5-(5-oxo-4,5-dihydro-1,3,4-oxadiazol-2-yl)-2-(trifluoromethyl)anilino]ethyl}piperidine-1-carboxylic acid tert-butyl ester